The molecule is a non-proteinogenic alpha-amino acid that is tyrosine in which the hydrogens at positions 2 and 3 as well as the phenolic hydrogen are replaced by methyl groups. It is a non-proteinogenic alpha-amino acid, a tyrosine derivative and a monomethoxybenzene. CC1=C(C=CC(=C1C)OC)CC(C(=O)O)N